methyl 4-amino-1-((S)-2-chloro-4-cyano-6-methylphenyl)-6-oxo-1,6-dihydropyrimidine-5-carboxylate NC=1N=CN(C(C1C(=O)OC)=O)C1=C(C=C(C=C1C)C#N)Cl